4-Morpholino-N-[6-[4-(2-pyridyl)piperazin-1-yl]-3-pyridyl]benzamid O1CCN(CC1)C1=CC=C(C(=O)NC=2C=NC(=CC2)N2CCN(CC2)C2=NC=CC=C2)C=C1